1-(((3R,5R)-4-(3-fluoro-5-methoxyphenyl)-3,5-dimethylpiperazin-1-yl)sulfonyl)-2,3-dimethyl-1H-imidazol-3-ium trifluoromethanesulfonate FC(S(=O)(=O)[O-])(F)F.FC=1C=C(C=C(C1)OC)N1[C@@H](CN(C[C@H]1C)S(=O)(=O)N1C(=[N+](C=C1)C)C)C